FC1=CC=C(C=C1)C=1C(C2=CC(=CC=C2C1C=1N=CSC1C)OCCOC1=CC=NC=C1)=O 2-(4-fluorophenyl)-3-(5-methylthiazol-4-yl)-6-(2-(pyridin-4-yloxy)ethoxy)-1H-inden-1-one